N1=C(C=CC=C1)CC(=O)N1CCC2(C(C2)CNC(=O)C2=CC=3C(=CN=CC3)O2)CC1 N-[[6-[2-(2-pyridyl)acetyl]-6-azaspiro[2.5]octan-2-yl]methyl]furo[2,3-c]pyridine-2-carboxamide